CN(C(C1=CC(=CC=C1)N1N=C(C=C1)[N+](=O)[O-])=O)C N,N-dimethyl-3-(3-nitro-1H-pyrazol-1-yl)benzamide